C(C)N1C[C@@H]([C@@H](CC1)NC1=C2C=C(N(C2=CC=C1)CC(F)(F)F)C1=NOC(=N1)CNC(=O)C1=CN(C=C1)CCF)F N-((3-(4-(((3S,4R)-1-ethyl-3-fluoropiperidin-4-yl)amino)-1-(2,2,2-trifluoroethyl)-1H-indol-2-yl)-1,2,4-oxadiazol-5-yl)methyl)-1-(2-fluoroethyl)-1H-pyrrole-3-carboxamide